3-methyl-1-nitroso-pyrrolidine-2-carboxylic acid CC1C(N(CC1)N=O)C(=O)O